N-(3-(3,5-dimethoxyphenethyl)-1H-pyrazol-5-yl)-4-(4-(2,2,2-trifluoroethyl)piperazin-1-yl)benzamide COC=1C=C(CCC2=NNC(=C2)NC(C2=CC=C(C=C2)N2CCN(CC2)CC(F)(F)F)=O)C=C(C1)OC